1-octadecyl-2-(7Z,10Z,13Z,16Z-docosatetraenoyl)-glycero-3-phosphoserine CCCCCCCCCCCCCCCCCCOC[C@H](COP(=O)(O)OC[C@@H](C(=O)O)N)OC(=O)CCCCC/C=C\C/C=C\C/C=C\C/C=C\CCCCC